FC=1C=C(N(C2=C(C=CC=C2)F)C(CC2(CCN(CC2)C(=O)N2CCC3=CC=CC=C23)C(=O)O)=O)C=CC1 4-[2-(3-fluoro-N-(2-fluorophenyl)anilino)-2-oxo-ethyl]-1-(indoline-1-carbonyl)piperidine-4-carboxylic acid